C(#N)[C@@]1(CCSC2=C1C=NC(=C2F)C(F)(F)F)N[S@@](=O)C(C)(C)C (S)-N-((S)-4-cyano-8-fluoro-7-(trifluoromethyl)-3,4-dihydro-2H-thiopyrano[3,2-c]pyridin-4-yl)-2-methylpropane-2-sulfinamide